ClC1=C2C(=NC=C1)NC(=C2)C=2C=C(C=CC2)O 3-(4-Chloro-1H-pyrrolo[2,3-b]pyridin-2-yl)phenol